C1(=CC=CC=C1)[SiH2]CCCCC(C)=O 6-(phenylsilyl)hexan-2-one